ClC1=NC=C(C(=O)NC2=NC=C(N=C2)N2[C@H](CN(CC2)C2=NC=C(C=C2)F)C)C=C1 (S)-6-chloro-N-(5-(4-(5-fluoropyridin-2-yl)-2-methylpiperazin-1-yl)pyrazin-2-yl)nicotinamide